ClC=1C(=NC(=C(C1)C1=CC=C(C=C1)N1CCOCC1)F)N 3-chloro-6-fluoro-5-(4-morpholinophenyl)pyridin-2-amine